The molecule is a steroid that has a structure based on a 21-carbon (pregnane) skeleton. Note that individual examples may have ring substituents at other positions and/or contain double bonds, aromatic A-rings, expanded/contracted rings etc., so the formula and mass may vary from that given for the generic structure. CCC1CCC2C1(CCC3C2CCC4C3(CCCC4)C)C